N-(3-(4-iodophenyl)isoxazol-5-yl)-4-methoxy-N-methylbenzamide IC1=CC=C(C=C1)C1=NOC(=C1)N(C(C1=CC=C(C=C1)OC)=O)C